(S)-N-((S)-1-cyano-2-(2-fluoro-4-(3-(methyl-d3)-2-oxo-2,3-dihydrobenzo[d]oxazol-5-yl)phenyl)ethyl)-1,4-oxazepane-2-carboxamide C(#N)[C@H](CC1=C(C=C(C=C1)C=1C=CC2=C(N(C(O2)=O)C([2H])([2H])[2H])C1)F)NC(=O)[C@H]1OCCCNC1